NC[C@@H]1CC[C@H](CC1)C(N[C@H](C(NCCCC[C@H](NC(N[C@@H](CCC(=O)O)C(=O)O)=O)C(=O)O)=O)CC=1C=C2C=CC=NC2=CC1)=O (3S,10S,14S)-1-[trans-4-(aminomethyl)cyclohexyl]-1,4,12-trioxo-3-[(quinolin-6-yl)methyl]-2,5,11,13-tetraazahexadecane-10,14,16-tricarboxylic acid